1-(5-(1-(2-cyanoethyl)-1H-pyrazol-4-yl)-1H-indol-3-yl)-3-(4-(trifluoromethyl)phenyl)urea C(#N)CCN1N=CC(=C1)C=1C=C2C(=CNC2=CC1)NC(=O)NC1=CC=C(C=C1)C(F)(F)F